CC([C@@H]1[C@H]([C@H]([C@@H](O1)N1C=NC=2C(N)=NC=NC12)O)O)O 5'-methyladenosine